7-((1H-Imidazol-1-yl)methyl)-2-(6-methoxyquinazolin-4-yl)-5-(1-methyl-3-(trifluoromethyl)-1H-pyrazol-4-yl)-3,4-dihydroisoquinolin N1(C=NC=C1)CC1=CC(=C2CCN(CC2=C1)C1=NC=NC2=CC=C(C=C12)OC)C=1C(=NN(C1)C)C(F)(F)F